NC1=NC=CC=C1C1(CC1)C#N 1-(2-aminopyridin-3-yl)cyclopropane-1-carbonitrile